4-Oxoisophorone CC1=CC(=O)CC(C1=O)(C)C